CC1=C(C=CC=C1/C=C/C1=CC(=C(CN2[C@@H](CCCC2)C(=O)OC(C)(C)C)C=C1C(F)(F)F)OCC=1C=NC=CC1)C1=CC=CC=C1 tert-butyl (S,E)-1-(4-(2-(2-methyl-[1,1'-biphenyl]-3-yl)vinyl)-2-(pyridine-3-ylmethoxy)-5-(trifluoromethyl)benzyl)piperidine-2-carboxylate